CC1(COCC[C@H]1N1N=C2N=C(C=NC2=C1)C1=C(C=C(C=C1C)C(F)(F)F)O)C (R)-2-(2-(3,3-dimethyltetrahydro-2H-pyran-4-yl)-2H-pyrazolo[3,4-b]pyrazin-6-yl)-3-methyl-5-(trifluoromethyl)phenol